C(C=C)OC1CCC(CC1)OC1=CC(=C(C=C1)Br)C 4-(((1r,4r)-4-(allyloxy)cyclohexyl)oxy)-1-bromo-2-methylbenzene